1-[(2,6-Difluorophenyl)methyl]-N-[(3R)-1,7-dimethyl-2-oxo-4,5-dihydro-3H-imidazo[1,5-a][1,3]diazepin-3-yl]-1,2,4-triazol-3-carboxamid FC1=C(C(=CC=C1)F)CN1N=C(N=C1)C(=O)N[C@H]1C(N(C=2N(CC1)C(=NC2)C)C)=O